toluene-2-sulfonate CC=1C(=CC=CC1)S(=O)(=O)[O-]